C(C)OC(C[C@@H](C=1C=C(C=C(C1)OC)C1=C(C=CC=C1C)C)N([C@H](C)C1=CC=CC=C1)CC1=CC=CC=C1)=O (S)-3-(benzyl-((R)-1-phenylethyl)amino)-3-(5-methoxy-2',6'-dimethylbiphenyl-3-yl)propanoic acid ethyl ester